C(C)(C)(C)OC(C1=C(N=CC=C1)N(C)C)=O 2-(dimethylamino)nicotinic acid tert-butyl ester